CC/C=C\\C[C@H]1/C(=C/C=C\\CCCCCCCC(=O)O)/O1 The molecule is an octadecanoid that is (9Z,11Z,15Z)-octadecatrienoic acid having an epoxy group located across positions 12 and 13. It is an octadecanoid, a long-chain fatty acid, a polyunsaturated fatty acid and an epoxy fatty acid. It is a conjugate acid of a (9Z,11Z,13S,15Z)-12,13-epoxyoctadecatrienoate.